(S)-N-((3S,5S,6R)-6-methyl-2-oxo-5-phenyl-1-(2,2,2-trifluoroethyl)piperidin-3-yl)-2'-oxo-1',2',6,7-tetrahydro-4H-spiro[benzofuran-5,3'-pyrrolo[2,3-b]pyridine]-2-carboxamide C[C@@H]1[C@@H](C[C@@H](C(N1CC(F)(F)F)=O)NC(=O)C=1OC2=C(C1)C[C@@]1(C(NC3=NC=CC=C31)=O)CC2)C2=CC=CC=C2